NC1=C(C(=NC(=N1)C1=C(C(=CC=C1)Cl)Cl)CO)N1CCC2(CCC[C@H]2N)CC1 (R)-(6-amino-5-(1-amino-8-azaspiro[4.5]decan-8-yl)-2-(2,3-dichlorophenyl)pyrimidin-4-yl)methanol